ClC=1N=CC=2N=C3N(C2N1)C1(CCOCC1)CN3C(=O)OC(C)(C)C tert-butyl 2-chloro-2',3',5',6'-tetrahydrospiro[imidazo[1,2-e]purine-8,4'-pyran]-6(7H)-carboxylate